[4-(2-{4'-butyl-[1,1-biphenyl]-4-yl}ethynyl)-2,6-difluorophenyl]ethynamine C(CCC)C1=CC=C(C=C1)C1=CC=C(C=C1)C#CC1=CC(=C(C(=C1)F)C#CN)F